N-(5-((5-Cyano-4-(1-cyclopropyl-1H-indol-3-yl)pyrimidin-2-yl)amino)-2-((2-(dimethyl-amino)ethyl)(methyl)amino)-6-methoxypyridin-3-yl)acrylamide C(#N)C=1C(=NC(=NC1)NC=1C=C(C(=NC1OC)N(C)CCN(C)C)NC(C=C)=O)C1=CN(C2=CC=CC=C12)C1CC1